COC(=O)C1=C(C=C2C(=C(NC2=C1)CCCCC)CC(=O)OC)C 5-methyl-2-pentyl-3-(2-methoxy-2-oxoethyl)-1H-indole-6-carboxylic acid methyl ester